NC1=NC=CC(=N1)C=1C2=C(C(=NC1)NCC=1C=C(C(=O)NC3=NC=C(C=C3)OC[C@]3(CNCC3)F)C=CC1)CCO2 (S)-3-(((7-(2-aminopyrimidin-4-yl)-2,3-dihydrofuro[3,2-c]pyridin-4-yl)amino)methyl)-N-(5-((3-fluoropyrrolidin-3-yl)methoxy)pyridin-2-yl)benzamide